Cl.COC[C@@H]1NCCOC1 (S)-3-(methoxymeth-yl)morpholine hydrochloride